3-Hydroxy-5-(3-o-chlorophenylisoxazol-5-yl)picolinoyl-glycine OC=1C(=NC=C(C1)C1=CC(=NO1)C1=C(C=CC=C1)Cl)C(=O)NCC(=O)O